FC1=C(C(=C(C=C1)[NH+]1CCC(CC1)CCN1N=C(C2=C1CCC2)C(=O)N2CCN(CC2)C(CO)=O)C)C 1-[4-[1-[2-[1-(4-fluoro-2,3-dimethyl-phenyl)piperidin-1-ium-4-yl]ethyl]-5,6-dihydro-4H-cyclopenta[c]pyrazole-3-carbonyl]piperazin-1-yl]-2-hydroxy-ethanone